FC(C1=NN(C(=C1)C(F)F)CC(=O)N1CCC(CC1)C=1SC=CN1)F 2-[1-[2-[3,5-bis(difluoromethyl)pyrazol-1-yl]acetyl]-4-piperidyl]thiazol